tert-butyl N-[(1R)-2-[(4aR,8aS)-3,4,4a,5,6,7,8,8a-octahydro-2H-quinolin-1-yl]-1-[(1,3-dioxoisoindolin-2-yl)methyl]-2-oxo-ethyl]carbamate N1(CCC[C@H]2CCCC[C@H]12)C([C@@H](CN1C(C2=CC=CC=C2C1=O)=O)NC(OC(C)(C)C)=O)=O